C1N(CC12CCNCC2)C=2C=CC=1N(N2)C(=CN1)C1=CC(=CC=C1)C(F)(F)F 6-(2,7-diazaspiro[3.5]nonan-2-yl)-3-(3-(trifluoromethyl)phenyl)imidazo[1,2-b]pyridazine